C(C(C)C)[C@H]1NC(CC[C@H](NC1=O)C(=O)N[C@@H](CC1=CNC2=CC=CC=C12)C(=O)N[C@@H](CC1=CNC=N1)C(=O)O)=O ((2R,5S)-2-isobutyl-3,8-dioxo-1,4-diazocane-5-carbonyl)-L-tryptophyl-L-histidine